FC(C1(OCC1)C=1C=C(OC2CC(C2)N)C=CC1)(F)F (1r,3r)-3-(3-(2-(trifluoromethyl)oxetan-2-yl)phenoxy)cyclobutan-1-amine